COC(C1CCN(CC1)C1=CC=C(C=C1)[C@H]1[C@H](CCCC2=C1C=CC(=C2)C(=O)OC)C2=CC=CC=C2)OC methyl (5R,6S)-5-(4-(4-(dimethoxymethyl)piperidin-1-yl)phenyl)-6-phenyl-6,7,8,9-tetrahydro-5H-benzo[7]annulene-2-carboxylate